3-methyl-3-(4-nitrophenyl)piperidine-2,6-dione CC1(C(NC(CC1)=O)=O)C1=CC=C(C=C1)[N+](=O)[O-]